2-(2-(3,6-dihydro-2H-pyran-4-yl)-5-ethyl-6-(4-(4-hydroxy-2,3-dihydrofuro[2,3-c]pyridine-5-carbonyl)piperazin-1-yl)-7-oxo-[1,2,4]triazolo[1,5-a]pyrimidin-4(7H)-yl)acetic acid O1CCC(=CC1)C1=NN2C(N(C(=C(C2=O)N2CCN(CC2)C(=O)C=2C(=C3C(=CN2)OCC3)O)CC)CC(=O)O)=N1